FC1=C(C=CC=C1C[C@@H]1N(CC([C@@H]1NS(=O)(=O)CC)(F)F)C(=O)OCC)C1=CC(=CC=C1)F ethyl (2S,3R)-2-[(2,3'-difluoro[1,1'-biphenyl]-3-yl)methyl]-3-[(ethanesulfonyl)-amino]-4,4-difluoropyrrolidine-1-carboxylate